2-amino-N-((1S)-1-(1-oxo-8-((5-oxotetrahydrofuran-3-yl)ethynyl)-2-phenyl-1,2-dihydroisoquinolin-3-yl)ethyl)pyrazolo[1,5-a]pyrimidine-3-carboxamide NC1=NN2C(N=CC=C2)=C1C(=O)N[C@@H](C)C=1N(C(C2=C(C=CC=C2C1)C#CC1COC(C1)=O)=O)C1=CC=CC=C1